C(C1=CC=CC=C1)OC=1C=CC2=C(C(=C(O2)C)C(=O)N[C@@H]2C[C@H](N(C2)C(=O)OC(C)(C)C)C(N)=O)C1 tert-butyl (2S,4R)-4-(5-(benzyloxy)-2-methylbenzofuran-3-carboxamido)-2-carbamoylpyrrolidine-1-carboxylate